C(CCCCCCCCCCCCCCCCCCC(=O)N)CCCCCCCCCCCCCCCCCC(=O)N 1,2-ethanediylbis-octadecanamide